2-((1-(2-(4,4-dimethylpiperidin-1-yl)-6-methyl-4-oxo-4H-chromen-8-yl)ethyl)amino)benzenesulfonic acid CC1(CCN(CC1)C=1OC2=C(C=C(C=C2C(C1)=O)C)C(C)NC1=C(C=CC=C1)S(=O)(=O)O)C